ClC1=C(C(=C2C=NN(C2=C1)C1OCCCC1)B1OC(C(O1)(C)C)(C)C)CCCCO 4-(6-chloro-1-(tetrahydro-2H-pyran-2-yl)-4-(4,4,5,5-tetramethyl-1,3,2-dioxaborolan-2-yl)-1H-indazol-5-yl)butan-1-ol